C(C)OC1CCC12CC(N(CC2)CC2=C1C=CNC1=C(C=C2OC)C)C2=CC=C(C(=O)O)C=C2 4-(1-ethoxy-7-((5-methoxy-7-methyl-1H-indol-4-yl)methyl)-7-azaspiro[3.5]nonan-6-yl)benzoic acid